C(C(=O)N)(=O)[O-] oxamate